(S)-3-(3-(4-hydroxy-1-methyl-2-oxo-1,2-dihydropyridin-3-yl)ureido)-3-(6-methoxybiphenyl-3-yl)propionic acid OC1=C(C(N(C=C1)C)=O)NC(N[C@@H](CC(=O)O)C=1C=C(C(=CC1)OC)C1=CC=CC=C1)=O